O[C@H]1CC[C@@]2([C@H]3CC[C@@]4([C@H](CC[C@H]4[C@@H]3C[C@H]([C@H]2C1)O)[C@@H](CCC(=O)N(C)C)C)C)C (R)-4-((3S,5S,6R,8S,9S,10R,13R,14S,17R)-3,6-dihydroxy-10,13-dimethylhexadecahydro-1H-cyclopenta[a]phenanthren-17-yl)-N,N-dimethylpentanamide